C(CCC)OC1=CC=C(C=C1)S(=O)(=O)OC1=C(C=CC=C1)NC(=O)NC1=CC=C(C=C1)OS(=O)(=O)C1=CC=C(C=C1)OCCCC N-[2-(p-butoxybenzenesulfonyloxy)phenyl]-N'-[4-(p-butoxybenzenesulfonyloxy)phenyl]urea